5-chloro-N-(1,1-dimethylsilacyclohexan-4-yl)-4-fluoro-1H-pyrrolo[2,3-c]pyridine-2-carboxamide ClC=1C(=C2C(=CN1)NC(=C2)C(=O)NC2CC[Si](CC2)(C)C)F